(3R)-N-[4-(3-cyanophenyl)-5-(2,6-dimethyl-4-pyridyl)thiazol-2-yl]-3-methylsulfonyl-pyrrolidin-1-carboxamid C(#N)C=1C=C(C=CC1)C=1N=C(SC1C1=CC(=NC(=C1)C)C)NC(=O)N1C[C@@H](CC1)S(=O)(=O)C